3-((4-bromo-6-chloro-2,7-naphthyridin-1-yl)oxy)cyclobutane-1-carboxylic acid methyl ester COC(=O)C1CC(C1)OC1=NC=C(C2=CC(=NC=C12)Cl)Br